CCCCC(CCC)C(=O)N Octane-5-carboxamide